FC1=CC=2N(C=C1NC(=O)N1CCC=3C1=NC=CC3N3C[C@H](N(CC3)C(=O)OC(C)(C)C)C)N=CN2 tert-butyl (R)-4-(1-((7-fluoro-[1,2,4]triazolo[1,5-a]pyridin-6-yl)carbamoyl)-2,3-dihydro-1H-pyrrolo[2,3-b]pyridin-4-yl)-2-methylpiperazine-1-carboxylate